(E)-2,5-dimethyl-3-(4-(methylsulfonyl)styryl)-1H-pyrrolo[3,2-b]Pyridine CC1=C(C2=NC(=CC=C2N1)C)\C=C\C1=CC=C(C=C1)S(=O)(=O)C